NC(CCCCCCCCCCCCCC=C)(N)N triaminohexadecene